Bis(2-(4-aminophenyl)-2-propyl)benzene NC1=CC=C(C=C1)C(C)(C)C1=C(C=CC=C1)C(C)(C)C1=CC=C(C=C1)N